octyl 4-ethyl-7-(2-((3-heptyldecanoyl)oxy)ethyl)-13-hexyl-1-hydroxy-11-oxo-10,12-dioxa-4,7-diazaheptadecane-17-oate C(C)N(CCCO)CCN(CCOC(OC(CCCC(=O)OCCCCCCCC)CCCCCC)=O)CCOC(CC(CCCCCCC)CCCCCCC)=O